O1N=CNC1=O 1,2,4-oxadiazole-5(4H)-one